C(C)(C)(C)OC(=O)N1CC(C1)=NNS(=O)(=O)C1=CC=C(C=C1)OC 3-(2-((4-methoxyphenyl)sulfonyl)hydrazono)azetidine-1-carboxylic acid tert-butyl ester